S(=O)(=O)(C1=CC=C(C)C=C1)OCCCOS(=O)(=O)C1=CC=C(C)C=C1 trimethylene glycol ditosylate